C(C)C1=C(C=CC(=C1CC)N)N 2,3-diethyl-p-benzeneDiamine